trans-N-(4-((5-chloro-4-(4'-fluoro-[1,1'-biphenyl]-3-yl)pyrimidin-2-yl)amino)cyclohexyl)-1'-(4-((2,6-dioxopiperidin-3-yl)amino)phenyl)-[1,4'-bipiperidine]-4-carboxamide ClC=1C(=NC(=NC1)N[C@@H]1CC[C@H](CC1)NC(=O)C1CCN(CC1)C1CCN(CC1)C1=CC=C(C=C1)NC1C(NC(CC1)=O)=O)C=1C=C(C=CC1)C1=CC=C(C=C1)F